FC(C(CC(C(C)(C)C)=O)=O)(C(C(F)(F)F)(F)F)F 6,6,7,7,8,8,8-heptafluoro-2,2-dimethyl-3,5-octanedione